6-fluoro-7-[3-(1H-imidazol-1-yl)azetidin-1-yl]-4-oxo-1-(1,2,4-thiadiazol-5-yl)-1,4-dihydro-1,8-naphthyridine-3-carboxylic acid FC=1C=C2C(C(=CN(C2=NC1N1CC(C1)N1C=NC=C1)C1=NC=NS1)C(=O)O)=O